COC=1C2=C(N=C(N1)NC1CC(C1)(C)N1C(CCC1)=O)NC=C2C=2C=C1N=CC=NC1=CC2 1-((1r,3r)-3-((4-methoxy-5-(quinoxalin-6-yl)-7H-pyrrolo[2,3-d]pyrimidin-2-yl)amino)-1-methylcyclobutyl)pyrrolidin-2-one